2-(2-(3-Aminooxetan-3-yl)-6-chlorophenyl)acetaldehyde NC1(COC1)C1=C(C(=CC=C1)Cl)CC=O